4-((1-(((1-Aminoisoquinolin-5-yl)amino)methyl)-2-(3-phenylpropyl)-2-azabicyclo[2.1.1]hexan-4-yl)methoxy)-1-methylpyridin-2(1H)-one NC1=NC=CC2=C(C=CC=C12)NCC12N(CC(C1)(C2)COC2=CC(N(C=C2)C)=O)CCCC2=CC=CC=C2